[Ca+2].C(CCCCCCCCCCCCCCCCC)(=O)[O-].C(CCCCCCCCCCCCCCCCC)(=O)[O-] octadecanoic acid calcium salt